P(=O)(OCC(CCCC)CC)(OCC(CCCC)CC)OC1=CC=C(C=C1)OC bis(2-ethylhexyl) 4-methoxyphenyl phosphate